FC(C1=NC(=NC=C1)OC1=C(C=C(C=C1)B1OC(C(O1)(C)C)(C)C)F)F 4-(Difluoromethyl)-2-(2-fluoro-4-(4,4,5,5-tetramethyl-1,3,2-dioxaborolan-2-yl)phenoxy)pyrimidine